N-(3-{4-[(2-Aminoethyl)amino]-6-phenylfuro[2,3-d]pyrimidin-5-yl}phenyl)prop-2-enamide NCCNC=1C2=C(N=CN1)OC(=C2C=2C=C(C=CC2)NC(C=C)=O)C2=CC=CC=C2